FC(C=1C=2N(C=CC1)N=C(C2)C2N(CCC1=C2N=CN1)C=O)(F)F (4-(4-(trifluoromethyl)pyrazolo[1,5-a]pyridin-2-yl)-6,7-dihydro-1H-imidazolo[4,5-c]pyridin-5(4H)-yl)methanone